(R)-N-(1-(4-fluoro-3-(trifluoromethyl)phenyl)cyclopropyl)-N-(pyrrolidin-2-ylmethyl)-Methan-Sulphonamid FC1=C(C=C(C=C1)C1(CC1)N(S(=O)(=O)C)C[C@@H]1NCCC1)C(F)(F)F